3'-(p-tolyl)-2H,4H-spiro[benzo[b][1,4]oxazine-3,1'-indene]-2'-carboxylic acid C1(=CC=C(C=C1)C1=C(C2(C3=CC=CC=C13)NC1=C(OC2)C=CC=C1)C(=O)O)C